(4S,5R)-1-(4-{[8-(3-{[2-(dimethylamino)ethane-sulfonyl]methyl}azetidin-1-yl)isoquinolin-3-yl]amino}pyrimidin-2-yl)-5-fluoro-3,3-dimethylpiperidin-4-ol CN(CCS(=O)(=O)CC1CN(C1)C=1C=CC=C2C=C(N=CC12)NC1=NC(=NC=C1)N1CC([C@@H]([C@@H](C1)F)O)(C)C)C